CCCCCCCCCCCC=CC=CC=CC(=C(C(=O)O)O)O Dihydroxyeicosatetraenoic acid